CC=1SC=C(N1)CNC(=O)[C@@H]1CN(CC[C@H]1NC(=O)C1=NOC(=C1)C1=C(C=C(C=C1)F)F)C1CCCCC1 (3R,4R)-1-cyclohexyl-4-{[5-(2,4-difluoro-phenyl)-isoxazole-3-carbonyl]-amino}-piperidine-3-carboxylic acid (2-methyl-thiazol-4-ylmethyl)-amide